COC1=CC=C(CN2N=C(C=C2C2=CSC3=C2N=CN=C3)N3C(C2=CC=CC=C2C3=O)=O)C=C1 2-(1-(4-methoxybenzyl)-5-(thieno[3,2-d]pyrimidin-7-yl)-1H-pyrazol-3-yl)isoindoline-1,3-dione